1-ethyl-5-ethynyl-2-methyl-1,3-benzodiazole C(C)N1C(=NC2=C1C=CC(=C2)C#C)C